C(C)(C)(C)S(=O)(=O)C=1C(=CC=2N(C1)C(=CN2)C2=CC=C(C(=N2)N)OC(F)(F)F)OC 6-(6-(tert-butylsulfonyl)-7-methoxyimidazo[1,2-a]pyridin-3-yl)-3-(trifluoromethoxy)pyridin-2-amine